FC1=C(C(=O)N)C=CC(=C1)C=1C=NC=2N(N1)C(=CN2)CC=2C=C1C=CC=NC1=CC2 2-fluoro-4-(7-(quinolin-6-ylmethyl)imidazo[1,2-b][1,2,4]triazin-2-yl)benzamide